6-bromobenzo[c]isoxazole-3-carboxylic acid ethyl ester C(C)OC(=O)C1=C2C(=NO1)C=C(C=C2)Br